C(C)(C)(C)OC(=O)N1CC2(C1)CCN(CC2)CC#CC2=CC=CC=1N(C(N(C12)C)=O)C1C(NC(CC1)=O)=O 7-[3-[1-(2,6-dioxo-3-piperidyl)-3-methyl-2-oxo-benzimidazol-4-yl]Prop-2-ynyl]-2,7-diazaspiro[3.5]Nonane-2-carboxylic acid tert-butyl ester